neopentyl glycol diboron [B].[B].OCC(C)(CO)C